(tert-butyldiphenylsilyl)-L-serine [Si](C1=CC=CC=C1)(C1=CC=CC=C1)(C(C)(C)C)N[C@@H](CO)C(=O)O